ClC=1C(=C(C2=C(C[C@@](O2)([C@H]2NCCC2)C2=CC=CC=C2)C1C=1C(=CC2=C(OCCO2)C1F)C(=O)N)F)F (S)-7-((S)-5-Chloro-6,7-difluoro-2-phenyl-2-((S)-pyrrolidin-2-yl)-2,3-dihydrobenzofuran-4-yl)-8-fluoro-2,3-dihydrobenzo[b][1,4]dioxine-6-carboxamide